FCC1CCC(CC1)OC[C@H]1[C@H](CCC2=CC=C(C(N12)=O)C)NS(=O)(=O)C |r| rac-N-[(3S,4R)-4-({[(1s,4S)-4-(fluoromethyl)cyclohexyl]oxy}methyl)-7-methyl-6-oxo-1,3,4,6-tetrahydro-2H-quinolizin-3-yl]methanesulfonamide